C(C=C)N1C(N(C2=NC(=NC=C12)N)[C@@H]1O[C@@H](C[C@H]1O)CO)=O 7-allyl-2-amino-9-((2R,3R,5S)-3-hydroxy-5-(hydroxymethyl)tetrahydrofuran-2-yl)-7,9-dihydro-8H-purin-8-one